1-benzhydryl-3-(oxetan-3-yl)aziridine-2-carboxylate C(C1=CC=CC=C1)(C1=CC=CC=C1)N1C(C1C1COC1)C(=O)[O-]